OC=1C=C(C=CC1)C1=NC(=CC(=N1)N=S(=O)(C)C)N1[C@@H](COCC1)C (R)-((2-(3-hydroxyphenyl)-6-(3-methyl-morpholino)pyrimidin-4-yl)imino)dimethyl-λ6-sulfanone